FC=1C=C(C(=O)NC=2C=NC=3C=CC(N(C3C2)C)=O)C=C(C1)C(F)(F)F 3-fluoro-N-(5-methyl-6-oxo-5,6-dihydro-1,5-naphthyridin-3-yl)-5-(trifluoromethyl)benzamide